5-methyl-7-butyltridecane CC(CCCC)CC(CCCCCC)CCCC